C(C)(=O)OCCNC(C1=C(C=CC(=C1)Br)Cl)=O [(2-chloro-5-bromobenzoyl)amino]ethyl Acetate